CN(C1=C(C(=O)NC(C)C2=CC(=CC=C2)C=2SC=CN2)C=C(C=C1)NC(C(C)C)=O)C 2-(dimethylamino)-5-isobutyrylamino-N-(1-(3-(thiazol-2-yl)phenyl)ethyl)benzamide